FC(C(C1=CC=C(C=C1)F)N1N=CC(=C1)I)(C)F 1-(2,2-difluoro-1-(4-fluorophenyl)propyl)-4-iodo-1H-pyrazole